4-cyclopropyl-2-(1-methyl-5-(((tetrahydro-2H-pyran-2-yl)oxy)methyl)-1H-1,2,3-triazol-4-yl)pyrimidine C1(CC1)C1=NC(=NC=C1)C=1N=NN(C1COC1OCCCC1)C